C12(CC3CC(CC(C1)C3)C2)C2=C(C3=CC=C(C=C3CC2)OC)C2=CC=C(C=C2)N2CCC(CC2)C(OC)OC 1-(4-(2-((3r,5r,7r)-adamantan-1-yl)-6-methoxy-3,4-dihydronaphthalen-1-yl)phenyl)-4-(dimethoxymethyl)piperidine